NC1(C(C2C(CNC2)C1)CCCB1O[C@@]2([C@H]3C([C@@H](C[C@@H]2O1)C3)(C)C)C)C(=O)O 5-amino-4-{3-[(1R,2R,6S,8R)-2,9,9-trimethyl-3,5-dioxa-4-boratricyclo[6.1.1.02,6]decan-4-yl]propyl}-octahydrocyclopenta[c]pyrrole-5-carboxylic acid